CC(CCCO)[C@H]1CC[C@]2([C@@H]1CC[C@@]3([C@@H]2CC[C@H]4[C@]3(CC[C@@H]5[C@@]4(CCCC5(C)C)C)C)C)C The molecule is a pentacyclic triterpenoid that is hopane in which a hydrogen attached to C-29 is replaced by a 2-hydroxyethyl group and in which the stereochemistry at C-17 is inverted to 17alphaH. It is a pentacyclic triterpenoid and a primary alcohol.